1-octadecanoyl-2-(9Z,12Z,15Z-octadecatrienoyl)-glycero-3-phosphoserine CCCCCCCCCCCCCCCCCC(=O)OC[C@H](COP(=O)(O)OC[C@@H](C(=O)O)N)OC(=O)CCCCCCC/C=C\C/C=C\C/C=C\CC